CN(CCNC1=CC=C(C=N1)/C(=C/C=1C=C(C(=O)N[C@@H]2[C@H](CCCC2)O)C=CC1C)/F)C 3-[(Z)-2-(6-{[2-(dimethylamino)ethyl]amino}pyridin-3-yl)-2-fluoroethenyl]-N-[(1S,2S)-2-hydroxycyclohexyl]-4-methylbenzamide